zinc barium zirconium [Zr].[Ba].[Zn]